7-fluoro-6-(isopropylcarbamoyl)-2,3-dihydrospiro[chromen-4,1'-cyclopropane] FC1=C(C=C2C(=C1)OCCC21CC1)C(NC(C)C)=O